C(=O)C1=CN=C(S1)NC1=NC(=C2C=CC=NC2=C1)NC1CC2CCCC(C1)N2C(=O)OC(C)(C)C tert-butyl (3-exo)-3-((7-((5-formylthiazol-2-yl) amino)-1,6-naphthyridin-5-yl) amino)-9-azabicyclo[3.3.1]nonane-9-carboxylate